ONC(CCCCCCC1=NC(=NC=C1C(=O)N)NC1COC2=C1C(=CC=C2)Cl)=O (7-(hydroxyamino)-7-oxoheptyl)-2-((4-chloro-2,3-dihydrobenzofuran-3-yl)amino)pyrimidine-5-carboxamide